BrC1=CC=C(C=C1)C1=CC(=C(N)C(=C1)F)F 4-(4-bromophenyl)-2,6-difluoro-aniline